2-(3-(2-((1,5-dimethyl-1H-pyrazol-3-yl)amino)-5-methylpyrimidin-4-yl)-1H-indol-7-yl)-7-fluoro-4-(5-fluoropyridin-3-yl)isoindolin-1-one CN1N=C(C=C1C)NC1=NC=C(C(=N1)C1=CNC2=C(C=CC=C12)N1C(C2=C(C=CC(=C2C1)C=1C=NC=C(C1)F)F)=O)C